C1CNC12[C@@]1(CN(CC1)C(=O)OCC1=CC=CC=C1)CC2 benzyl (5S)-3,7-diazadispiro[3.0.45.24]undecane-7-carboxylate